NCCC[N+](CCCN)(C)[O-] N,N-bis(3-aminopropyl)methylamine N-oxide